2-(3-(dimethylamino)-1-methoxyallylidene)malononitrile CN(C=CC(OC)=C(C#N)C#N)C